BrC1=CC=C(C=C1)/C=C/C(=O)C1=CC=C(O[C@@H](C(=O)O)C)C=C1 (2R)-2-[4-[(E)-3-(4-Bromophenyl)prop-2-enoyl]phenoxy]propanoic acid